L-arginine amide N[C@@H](CCCNC(N)=N)C(=O)N